2-(trifluoromethyl)-6,7,8,9-tetrahydro-5H-5,8-epiminocyclohepta[d]pyrimidine FC(C=1N=CC2=C(N1)CC1CCC2N1)(F)F